tert-butyl N-(tert-butoxycarbonyliminomethylene)carbamate C(C)(C)(C)OC(=O)N=C=NC(OC(C)(C)C)=O